FC1=CC=C(C=C1)C1=NN2C(CN(CC2)SC)=C1C1=CC(=NC=C1)NC(C)=O N-(4-(2-(4-fluorophenyl)-5-(methylthio)-4,5,6,7-tetrahydropyrazolo[1,5-a]pyrazin-3-yl)pyridin-2-yl)acetamide